(2S,4R)-1-[(2S)-2-(4-cyclopropyltriazol-1-yl)-3,3-dimethyl-butanoyl]-4-hydroxy-N-[[6-(trifluoromethyl)-[1,2,4]triazolo[4,3-a]pyridin-3-yl]methyl]pyrrolidine-2-carboxamide C1(CC1)C=1N=NN(C1)[C@H](C(=O)N1[C@@H](C[C@H](C1)O)C(=O)NCC1=NN=C2N1C=C(C=C2)C(F)(F)F)C(C)(C)C